1,1-bis(3,4-dicarboxyphenyl)ethane C(=O)(O)C=1C=C(C=CC1C(=O)O)C(C)C1=CC(=C(C=C1)C(=O)O)C(=O)O